6-(3-Ethoxy-4-methyl-pyrazol-1-yl)-N-[(2-oxo-1H-pyridin-3-yl)sulfonyl]-2-[(4S)-2,2,4-trimethylpyrrolidin-1-yl]pyridin-3-carboxamid C(C)OC1=NN(C=C1C)C1=CC=C(C(=N1)N1C(C[C@@H](C1)C)(C)C)C(=O)NS(=O)(=O)C=1C(NC=CC1)=O